N1C=C(C2=CC=CC=C12)CC(CCCC)N1C(=CC2=CC=C(C=C12)N1CCN(CC1)C)C(=O)[O-] N-(1-(1H-indol-3-yl)hexane-2-yl)-6-(4-methylpiperazin-1-yl)-1H-indole-2-carboxylate